S1N=NC2=C1C(=CC=C2)N2N=CC(=C2C(F)(F)F)C(=O)O 1-(Benzo[d][1,2,3]thiadiazol-7-yl)-5-(trifluoromethyl)-1H-pyrazole-4-carboxylic acid